1,3-Bis-((ethoxy)methyl)-5-fluoropyrimidine-2,4(1H,3H)-dione C(C)OCN1C(N(C(C(=C1)F)=O)COCC)=O